FC1(CN(CC[C@H]1NC1=NN2C(C(=N1)OC([2H])([2H])[2H])=C(C=C2)C=2C=CC1=C(N(N=N1)CC(F)(F)F)C2)C)F (R)-N-(3,3-difluoro-1-methylpiperidin-4-yl)-4-(methoxy-d3)-5-(1-(2,2,2-trifluoroethyl)-1H-benzo[d][1,2,3]triazol-6-yl)pyrrolo[2,1-f][1,2,4]triazin-2-amine